p-nitrophenol-13C6 [N+](=O)([O-])[13C]1=[13CH][13CH]=[13C]([13CH]=[13CH]1)O